C1=CC=CC2=CC3=CC=CC=C3C(=C12)COC=1C=C(C(=O)O)C=C(C1)OCC=1C2=CC=CC=C2C=C2C=CC=CC12 3,5-bis(anthracen-9-ylmethoxy)benzoic acid